(R)-6-Chloro-5-fluoro-1'-(4-((2-(trifluoromethyl)pyridin-4-yl)methyl)-1H-imidazole-2-carbonyl)spiro[benzo[d][1,3]oxazine-4,3'-piperidin]-2(1H)-one ClC1=C(C2=C(NC(O[C@@]23CN(CCC3)C(=O)C=3NC=C(N3)CC3=CC(=NC=C3)C(F)(F)F)=O)C=C1)F